2-(5-cyano-3-(2',5'-difluoro-[1,1'-biphenyl]-4-yl)-2-oxotetrahydropyrimidin-1(2H)-yl)-4-methylthiazole-5-sulfonyl chloride C(#N)C1CN(C(N(C1)C=1SC(=C(N1)C)S(=O)(=O)Cl)=O)C1=CC=C(C=C1)C1=C(C=CC(=C1)F)F